2-methyl-nonane CC(C)CCCCCCC